methoxytributoxytitanium CO[Ti](OCCCC)(OCCCC)OCCCC